1,3-diethyl-2,4,6-trioxo-hexahydro-pyrimidine C(C)N1C(N(C(CC1=O)=O)CC)=O